N-(4-acetoxyphenyl)maleimide C(C)(=O)OC1=CC=C(C=C1)N1C(C=CC1=O)=O